Z,Z-10,12-tetradecadienol C(CCCCCCCC\C=C/C=C\C)O